3-triethoxysilylpropan-1-amine C(C)O[Si](CCCN)(OCC)OCC